3-(1H-indol-3-yl)butyric acid N1C=C(C2=CC=CC=C12)C(CC(=O)O)C